C(#N)C1=CC(=C(C=C1)COC1=CC=CC(=N1)C1=CC(=C(C=C1)CC(=O)O)F)F 2-(4-(6-((4-cyano-2-fluoro-phenyl)methoxy)-2-pyridinyl)-2-fluoro-phenyl)acetic acid